COCC1=CC=C(C=C1)B(O)O (4-(methoxymethyl)phenyl)boronic acid